C1(CCCCCCC1)(C(=O)O)C(=O)O cyclooctanedicarboxylic acid